C1(CCCCC1)C1=CC=C(C=C1)NC=1C2=C(N=C(N1)C1CCO1)C(N(C2)C(C)C)=O 4-[(4-cyclohexylphenyl)amino]-2-(oxetan-4-yl)-6-(prop-2-yl)-5,6-dihydro-7H-pyrrolo[3,4-d]pyrimidin-7-one